[O-]O.C(C)(C)(C)C1=CC=CC=C1 t-butyl-benzene hydroperoxide